C(CCCCCCCCCCCCCCCCCCCCCCCCCCCCCC)(=O)OCCCCCCCCCCCCCCCCCCCC arachidyl hentriacontanoate